COC(CC1(CNC2=CC(=CC=C12)F)C)=O 2-(6-fluoro-3-methylindoline-3-yl)acetic acid methyl ester